Dimethylhafnium [2',2'''-(4-(methoxy)pyridine-2,6-diyl)bis(5-methyl-3-((3r,5r,7r)-3,5,7-trimethyladamantan-1-yl)-[1,1'-biphenyl]-2-olate)] COC1=CC(=NC(=C1)C1=C(C=CC=C1)C=1C(=C(C=C(C1)C)C12CC3(CC(CC(C1)(C3)C)(C2)C)C)[O-])C2=C(C=CC=C2)C=2C(=C(C=C(C2)C)C23CC1(CC(CC(C2)(C1)C)(C3)C)C)[O-].C[Hf+2]C